6-(5-(6-methylpyridin-2-yl)-1-((2-(trimethylsilyl)ethoxy)methyl)-1H-imidazol-4-yl)-3-(1H-pyrazol-4-yl)quinoline CC1=CC=CC(=N1)C1=C(N=CN1COCC[Si](C)(C)C)C=1C=C2C=C(C=NC2=CC1)C=1C=NNC1